S(=O)(=O)(ON1[C@@H]2CC[C@H](N(C1=O)C2)C(NS(=O)(=O)N2CCC2)=N)O (2S,5R)-2-(N-(azetidin-1-ylsulfonyl)carbamimidoyl)-7-oxo-1,6-diazabicyclo[3.2.1]octan-6-yl hydrogen sulfate